3-methyl-5-(1-methylethyl)phenol CC=1C=C(C=C(C1)C(C)C)O